[4-((4-nitrophenoxy) carbonyl) phenyl 2-(6-hexyl)-4-methoxybenzoate] acrylate C(C=C)(=O)O.[N+](=O)([O-])C1=CC=C(OC(=O)C2=CC=C(C=C2)C=2C(=C(C(=O)O)C=CC2OC)CCCCCC)C=C1